Cl.C(C)(C)N1CCCC1 isopropyl-pyrrolidine hydrochloride